((2R,6R)-4-(chroman-6-carbonyl)-2,6-dimethylpiperazin-1-yl)(2-fluoro-4-methoxyphenyl)methanone O1CCCC2=CC(=CC=C12)C(=O)N1C[C@H](N([C@@H](C1)C)C(=O)C1=C(C=C(C=C1)OC)F)C